iron nickel tin [Sn].[Ni].[Fe]